tert-butyl 4-[3-[3-(2-chloro-4-fluoro-benzoyl)-3,8-diazabicyclo[3.2.1]octan-8-yl]-4-methoxy-phenyl]sulfonylpiperidine-1-carboxylate ClC1=C(C(=O)N2CC3CCC(C2)N3C=3C=C(C=CC3OC)S(=O)(=O)C3CCN(CC3)C(=O)OC(C)(C)C)C=CC(=C1)F